((2-carboxyethyl)thio)-4-cyanovaleric acid C(=O)(O)CCSC(C(=O)O)CC(C)C#N